2-methyl-4-cyano-5-nitro-7-chloro-2,3-dihydrobenzofuran CC1OC2=C(C1)C(=C(C=C2Cl)[N+](=O)[O-])C#N